1,2-dibromo-3-methoxy-1-propene BrC=C(COC)Br